COC(CNC(=O)C1=CC2=C(N3C(S2)=NC(=C3)C3=CC=C(C=C3)C(NC)=O)C=C1)C N-(2-methoxypropyl)-2-(4-(methylcarbamoyl)phenyl)benzo[d]imidazo[2,1-b]thiazole-7-carboxamide